C(C)OC(C(C(=O)OCC)(CC(C1=CC=C(C=C1)C(F)(F)F)=O)O)=O Hydroxy{2-oxo-2-[4-(trifluoromethyl)phenyl]ethyl}malonic acid diethyl ester